[4-[1-methyl-4-(trifluoromethyl)imidazol-2-yl]phenyl]-[2-[2-(2,2,2-trifluoroethoxy)-3-pyridyl]-5-(2-trimethylsilylethoxymethyl)pyrrolo[3,2-d]pyrimidin-7-yl]methanol CN1C(=NC(=C1)C(F)(F)F)C1=CC=C(C=C1)C(O)C1=CN(C2=C1N=C(N=C2)C=2C(=NC=CC2)OCC(F)(F)F)COCC[Si](C)(C)C